2-methyl-6-chloro-1-aminoindan CC1C(C2=CC(=CC=C2C1)Cl)N